1-(6-(4-((6-(2,2,2-trifluoroethoxy)pyridin-3-yl)amino)pyrido[3,2-d]pyrimidin-6-yl)-1,6-diazaspiro[3.3]heptan-1-yl)prop-2-en-1-one FC(COC1=CC=C(C=N1)NC=1C2=C(N=CN1)C=CC(=N2)N2CC1(CCN1C(C=C)=O)C2)(F)F